3-Hydroxy-2-(pyridin-2-yl)-2,4,6,7-tetrahydro-5H-indazol-5-one OC=1N(N=C2CCC(CC12)=O)C1=NC=CC=C1